6-chloro-N-[5-(2,2-difluoroethoxy)-4,6-dimethoxy-pyrimidin-2-yl]-7-(3-methyl-2-pyridyl)-1H-indole-3-sulfonamide ClC1=CC=C2C(=CNC2=C1C1=NC=CC=C1C)S(=O)(=O)NC1=NC(=C(C(=N1)OC)OCC(F)F)OC